(cis)-2,6-dimethyltetrahydro-2H-pyran-4-ol CC1OC(CC(C1)O)C